2-[(4,4-difluorocyclohexyl)methyl]-N-(4-fluoro-3-sulfamoylphenyl)-4-(trifluoromethyl)pyrazole-3-carboxamide FC1(CCC(CC1)CN1N=CC(=C1C(=O)NC1=CC(=C(C=C1)F)S(N)(=O)=O)C(F)(F)F)F